4-(5-bromopyrimidin-2-yl)-5,6-dihydropyridine-1(2H)-carboxylic acid tert-butyl ester C(C)(C)(C)OC(=O)N1CC=C(CC1)C1=NC=C(C=N1)Br